Methyl 2-fluoro-4-hydroxy-5-iodobenzoate FC1=C(C(=O)OC)C=C(C(=C1)O)I